O1CCN(CC12CCOCC2)C=2N=CC1=C(N2)C(N(C1)C(C)C)=O 2-(1,9-dioxa-4-azaspiro[5.5]undecan-4-yl)-6-(propan-2-yl)-5,6-dihydro-7H-pyrrolo[3,4-d]pyrimidin-7-one